methyl 4-bromo-2-methyl-6-(6-azaspiro[2.5]octan-6-yl)benzoate BrC1=CC(=C(C(=O)OC)C(=C1)N1CCC2(CC2)CC1)C